C1CCC(C(C1)(O)O)(O)O cyclohexanetetrol